CC=1N=C(N=NC1C1=C(C=C(C=C1)C(F)(F)F)O)N[C@H]1CN(CCC1)C 2-[5-methyl-3-[[(3R)-1-methyl-3-piperidinyl]amino]-1,2,4-triazin-6-yl]-5-(trifluoromethyl)phenol